N-(4-(7-((1-ethylpiperidin-4-yl)methoxy)-6-methoxyquinazolin-4-yl)phenyl)-2-(3-fluoro-4-(trifluoromethyl)phenyl)acetamide C(C)N1CCC(CC1)COC1=C(C=C2C(=NC=NC2=C1)C1=CC=C(C=C1)NC(CC1=CC(=C(C=C1)C(F)(F)F)F)=O)OC